ON1OCC2=C1C=CC(=C2)C2=NNC(CC2)C 3-(1-hydroxy-3H-2,1-benzoxazol-5-yl)-6-methyl-1,4,5,6-tetrahydropyridazine